ethyl 3-amino-3-(2,4-difluoro-2',3',5,5',6'-pentamethylbiphenyl-3-yl)propanoate NC(CC(=O)OCC)C=1C(=C(C=C(C1F)C)C1=C(C(=CC(=C1C)C)C)C)F